(R)-3-(5-methyl-1-propyl-1,2,5,6-tetrahydropyridin-3-yl)-1H-pyrrolo[2,3-b]pyridine C[C@@H]1C=C(CN(C1)CCC)C1=CNC2=NC=CC=C21